6-(2,6-difluoro-4-(1-(methyl-d3)-7-(trifluoromethyl)-1H-indazol-4-yl)benzyl)-6,7-dihydro-5H-pyrrolo[3,4-b]pyridin-5-one-7,7-d2 FC1=C(CN2C(C3=NC=CC=C3C2=O)([2H])[2H])C(=CC(=C1)C1=C2C=NN(C2=C(C=C1)C(F)(F)F)C([2H])([2H])[2H])F